3-(((4-phenyl-3,4-dihydroquinazolin-2-yl)thio)methyl)-5,10-dihydrobenzo[e]thiazolo[3,2-a][1,3]diazepine dihydrochloride Cl.Cl.C1(=CC=CC=C1)C1NC(=NC2=CC=CC=C12)SCC1=CSC=2N1CC1=C(CN2)C=CC=C1